O[C@@H]1[C@H](COC1)NC(=O)C=1C=CC=2N(C3=CC=C(C=C3C2C1)C)C1=CC=C(C=C1)C(F)(F)F N-[(3S,4R)-4-hydroxyoxolan-3-yl]-6-methyl-9-[4-(trifluoromethyl)phenyl]-9H-carbazole-3-carboxamide